ClC1=CC=C2C(=N1)C(=C(N2)C2=CC(=NC=C2)NC(C(CC(F)F)C2=CC=C(C=C2)F)=O)C2=NC=CC=C2 N-{4-[5-Chloro-3-(pyridin-2-yl)-1H-pyrrolo[3,2-b]pyridin-2-yl]pyridin-2-yl}-4,4-difluoro-2-(4-fluorophenyl)butanamid